ClCC1=C(N=CO1)S(=O)(=O)C 5-(chloromethyl)-4-methylsulfonyl-oxazole